trimethylolpropane bis(mercaptoacetate) SCC(=O)O.SCC(=O)O.C(O)C(CC)(CO)CO